N-(9,9-Bis(2-(2-ethoxyethoxy)ethyl)-9H-fluoren-2-yl)-9-(4-(2-(2-ethoxyethoxy)ethoxy)phenyl)-N-(9-(4-(2-(2-ethoxyethoxy)ethoxy)phenyl)-9H-carbazol-3-yl)-9H-carbazol-3-amine C(C)OCCOCCC1(C2=CC=CC=C2C=2C=CC(=CC12)N(C=1C=CC=2N(C3=CC=CC=C3C2C1)C1=CC=C(C=C1)OCCOCCOCC)C=1C=CC=2N(C3=CC=CC=C3C2C1)C1=CC=C(C=C1)OCCOCCOCC)CCOCCOCC